3-anilinobutane-1-sulphonic acid N(C1=CC=CC=C1)C(CCS(=O)(=O)O)C